P(=O)(O)([O-])[O-].[Na+].[Na+] sodium monohydrogen phosphate salt